COC1=CC=C(CN(C2CN(CC2C)C(=O)OC(C)(C)C)C)C=C1 tert-butyl 3-((4-methoxybenzyl) (methyl) amino)-4-methylpyrrolidine-1-carboxylate